ClC1=NC=C(C(=C1)C1=C(C=NC(=C1)C)C(=O)NC=1SC=2C(=NC=C(N2)C2CN(C2)C(=O)OC(C)(C)C)N1)OC tert-butyl 3-(2-(2'-chloro-5'-methoxy-6-methyl-[4,4'-bipyridine]-3-carboxamido)thiazolo[4,5-b]pyrazin-6-yl)azetidine-1-carboxylate